ClC1=CC=C(C=C1)CS(=O)(=O)NC1=CC=C(C=C1)N1C2=C(NC(CC1=O)=O)C1=CC=CC=C1C=C2 1-(4-chlorophenyl)-N-[4-(2,4-dioxo-1,2,3,4-tetrahydronaphtho[1,2-b][1,4]diazepine-5-yl)phenyl]methanesulfonamide